3-(4-benzyloxy-2,3-difluoro-phenyl)-5,6-dihydro-4H-pyrrolo[1,2-b]pyrazole C(C1=CC=CC=C1)OC1=C(C(=C(C=C1)C1=C2N(N=C1)CCC2)F)F